C(C)(=O)OC=1C(=CC2=C(C=CO2)C1)OC(C)=O benzofuran-5,6-diyl diacetate